Cl.OC1[C@H](N)[C@@H](O)[C@H](O)[C@H](O1)CO.[Ca] calcium glucosamine hydrochloride